C1(CC1)NC(=O)C=1C=C(C(=C2CCCC12)C)OC[C@H](C)NC(OC(C)(C)C)=O tert-butyl N-[(1S)-2-[7-(cyclopropylcarbamoyl)-4-methyl-indan-5-yl]oxy-1-methyl-ethyl]carbamate